C(CCCC)N(C(=O)N)CCCC N-pentylbutylurea